CC1=NC=2N(C(=C1)OC1=CC=C(C=C1)[N+](=O)[O-])N=CC2 5-methyl-7-(4-nitrophenoxy)pyrazolo[1,5-a]pyrimidine